C1(=CC=CC=C1)C=1N=NN(C1)CC(=O)N 2-(4-Phenyl-1H-1,2,3-Triazol-1-yl)Acetamide